Ethyl (2-(5-(4-(4-methoxyphenyl)piperazine-1-carbonyl) thiophen-3-yl) ethyl)phosphonofluoridate COC1=CC=C(C=C1)N1CCN(CC1)C(=O)C1=CC(=CS1)CCP(OCC)(=O)F